C(C)(C)(C)NS(=O)(=O)C1=CC(=C(C(=O)NC2=CC(=CC=C2)S(NC(C)(C)C)(=O)=O)C=C1)N1CCC2(CC2)CC1 4-(N-(tert-butyl)sulfamoyl)-N-(3-(N-(tert-butyl)sulfamoyl)phenyl)-2-(6-azaspiro[2.5]oct-6-yl)benzamide